2-benzyl-6-methoxy-3,4-dihydroisoquinolin-1(2H)-one C(C1=CC=CC=C1)N1C(C2=CC=C(C=C2CC1)OC)=O